(R)-4-fluoro-N'-((8-fluoro-1,2,3,5,6,7-hexahydro-s-indacen-4-yl)carbamoyl)-3-(2-hydroxypropan-2-yl)benzenesulfonimidamide FC1=C(C=C(C=C1)[S@@](=O)(N)=NC(NC1=C2CCCC2=C(C=2CCCC12)F)=O)C(C)(C)O